C1(=CC=CC=C1)NC1=NC(=NC(=N1)N)OCC(C(F)F)(F)F N2-phenyl-6-(2,2,3,3-tetrafluoropropoxy)-1,3,5-triazine-2,4-diamine